[K+].C(C=C)(=O)NC(CS(=O)(=O)[O-])(C)C 2-acrylamido-2-methylpropanesulfonic acid potassium salt